FC1=CC=C(C=C1)C1=C(N(C2=CC=CC(=C12)C)C(C)C)/C=C/[C@@H](C[C@@H](CC(=O)[O-])O)O.[Na+] |o1:22,24| sodium rel-(3S,5R,E)-7-(3-(4-fluorophenyl)-1-isopropyl-4-methyl-1H-indol-2-yl)-3,5-dihydroxyhept-6-enoate